1-(4-bromophenyl)ethan-1-ol BrC1=CC=C(C=C1)C(C)O